N-(2-(4-bromo-1H-pyrazol-1-yl)ethyl)-5-(furan-2-yl)isoxazole-3-carboxamide BrC=1C=NN(C1)CCNC(=O)C1=NOC(=C1)C=1OC=CC1